C(C)(C)(C)OC(=O)N1CCC(CC1)N1CCC(CC1)N1N=C(C=2C1=NC=NC2N)C2=CC=C(C=C2)OC2=C(C=CC=C2)F 4-(4-amino-3-(4-(2-fluorophenoxy)phenyl)-1H-pyrazolo[3,4-d]pyrimidin-1-yl)-[1,4'-bipiperidine]-1'-carboxylic acid tert-butyl ester